(R)-N-(4-bromo-2-(difluoromethoxy)phenyl)-9-methyl-6-oxo-6,7,8,9-tetrahydropyrido[3',2':4,5]pyrrolo[1,2-a]pyrazine-2-carboxamide BrC1=CC(=C(C=C1)NC(=O)C=1C=CC=2C=C3N([C@@H](CNC3=O)C)C2N1)OC(F)F